tert-Butyl [(1R)-1-([[1-(hydroxymethyl)prop-2-en-1-yl]oxy]methyl)prop-2-en-1-yl]carbamate OCC(C=C)OC[C@@H](C=C)NC(OC(C)(C)C)=O